C12(CC(C1)C2)N2C(C(N(CC2)CC=2N=NC(=CC2)C2=CC(=CC=C2)F)=O)=O 1-(bicyclo[1.1.1]pentan-1-yl)-4-((6-(3-fluorophenyl)pyridazin-3-yl)methyl)piperazine-2,3-dione